4-(4-diphenylaminostyryl)-pyridine C1(=CC=CC=C1)N(C1=CC=C(C=CC2=CC=NC=C2)C=C1)C1=CC=CC=C1